(1s,3s)-3-{5-bromo-3-[2-(methoxymethoxy)-6-methyl-4-(trifluoromethyl)phenyl]-7H-pyrrolo[2,3-c]pyridazin-7-yl}-1-methylcyclobutanol BrC1=CN(C=2N=NC(=CC21)C2=C(C=C(C=C2C)C(F)(F)F)OCOC)C2CC(C2)(O)C